C(C)(=O)OC(C(=O)NC)[C@H](CCC(C)F)NC(=O)OC(C)(C)C (3S)-3-((tert-butoxycarbonyl)amino)-6-fluoro-1-(methylamino)-1-oxoheptan-2-yl acetate